3,5-bistrifluoromethylphenylhydrazine hydrochloride Cl.FC(C=1C=C(C=C(C1)C(F)(F)F)NN)(F)F